4-hydroxy-2-oxopentan-oate OC(CC(C(=O)[O-])=O)C